(R)-6-(2-amino-[1,2,4]triazolo[1,5-a]pyridin-7-yl)-N-(3-(4-chlorophenyl)-3-hydroxypropyl)-3-methylpyridinecarboxamide NC1=NN2C(C=C(C=C2)C2=CC=C(C(=N2)C(=O)NCC[C@@H](O)C2=CC=C(C=C2)Cl)C)=N1